ClC1=CC=C2NC=3CC(CC(C3C(C2=C1)=O)=O)C1=CC=CC=C1 7-chloro-3-phenyl-3,4-dihydroacridine-1,9(2H,10H)-dione